3-Aminopropanol NCCCO